5-(3-((tert-Butyldimethylsilyl)oxy)propan-1-yl)thiophene-2-carboxylic acid ethyl ester C(C)OC(=O)C=1SC(=CC1)CCCO[Si](C)(C)C(C)(C)C